(Z)-methyl 3-(((4-((3-(dimethylamino)-3-oxopropyl)(methyl)amino)phenyl)amino)(phenyl)methylene)-2-oxo-2,3-dihydro-1H-pyrrolo[3,2-b]pyridine-6-carboxylate CN(C(CCN(C1=CC=C(C=C1)N\C(=C\1/C(NC=2C1=NC=C(C2)C(=O)OC)=O)\C2=CC=CC=C2)C)=O)C